(E)-3-phenylpropyl 3-(2,3-dihydroxyphenyl)acrylate OC1=C(C=CC=C1O)/C=C/C(=O)OCCCC1=CC=CC=C1